cyclotriacontane C1CCCCCCCCCCCCCCCCCCCCCCCCCCCCC1